tert-butyl 3-(2-ethoxy-2-oxoethyl)-3-(nitromethyl)-8-azabicyclo[3.2.1]octane-8-carboxylate C(C)OC(CC1(CC2CCC(C1)N2C(=O)OC(C)(C)C)C[N+](=O)[O-])=O